OCCC1CCC(CC1)(O)C(F)(F)F 4-(2-Hydroxyethyl)-1-(trifluoromethyl)cyclohexane-1-ol